C=12C=3N=NN=C(NCCCCCCCC=4C=CC(CC1)=C2C4)C3 tetraazatetracyclo[13.5.2.12,6.018,21]tricosa-1(20),2(23),3,5,15(22),16,18(21)-heptaen